[K+].FC(C(OC(C(C(C(C(C(C(C(Cl)(F)F)(F)F)(F)F)(F)F)(F)F)(F)F)(F)F)(F)F)(F)F)(S(=O)(=O)[O-])F perfluoro-11-chloro-3-oxaundecanesulfonic acid potassium salt